3-(4-(2-(4,6,6a,7,9,10-hexahydro-8H-pyrazino[1,2-a]pyrrolo[4,3,2-de]quinolin-8-yl)ethyl)trans-cyclohexyl)-1,1-dimethylurea C1=CC=C2C=3C(CC4N(C13)CCN(C4)CC[C@@H]4CC[C@H](CC4)NC(N(C)C)=O)=CN2